CC=1NC=CC1 (2S)-2-methylpyrrol